2-(pyridine-2-yl)ethane N1=C(C=CC=C1)CC